2,2-diethyl-propane C(C)C(C)(C)CC